C(CCC)N1C(C(NC(C1C)CC)NNC(=O)C1(CC1)C1CC1)=O N'-(4-butyl-6-ethyl-5-methyl-3-oxo-piperazin-2-yl)-1-cyclopropyl-cyclopropanecarbohydrazide